COC(=O)C12CCC(CC1)(CC2)NC(COC2=CC(=C(C=C2)Cl)F)=O 4-(2-(4-chloro-3-fluorophenoxy)acetamido)bicyclo[2.2.2]octane-1-carboxylic acid methyl ester